CN(C1=C(C=CC=C1)C#CC(=O)C1=CC=CC=C1)C1=CC=CC=C1 3-(2-(methyl-(phenyl)amino)phenyl)-1-phenylprop-2-yn-1-one